(2r,4s)-2-(4-(3-(tert-butyl)-4-chlorophenyl)piperidine-1-carbonyl)-5-azaspiro[3.4]octan-6-one C(C)(C)(C)C=1C=C(C=CC1Cl)C1CCN(CC1)C(=O)C1CC2(C1)NC(CC2)=O